2-(3,4-difluorophenyl)acetonitrile FC=1C=C(C=CC1F)CC#N